BrC1=NNC(=C1)C(=O)NCC(OC)OC 3-bromo-N-(2,2-dimethoxyethyl)-1H-pyrazole-5-carboxamide